N-Hexyl-N'-nonyl-urea C(CCCCC)NC(=O)NCCCCCCCCC